ClC=1C=CC2=C(C1)C1=C(C(N([C@](CO1)(C(N[C@@H](C)C1=CC=CC=C1)=O)C)CC(=O)OC)=O)O2 Methyl 2-((R)-9-chloro-3-methyl-5-oxo-3-(((S)-1-phenylethyl)carbamoyl)-2,3-dihydrobenzofuro[2,3-f][1,4]oxazepin-4(5H)-yl)acetate